BrC1=CC=CC=2N=C(OC21)S(=O)CC2=CC=C(C=C2)Cl 7-bromo-2-((4-chlorobenzyl)sulfinyl)benzo[d]oxazole